O1CC=C1 3-oxetine